C(CC)C1=CC=C(C=C)C=C1 p-propylstyrene